5-(7-chloro-3-cyclohexyl-5-(5-fluoropyridin-3-yl)-2-methyl-1,1-dioxido-2,3,4,5-tetrahydrobenzo[f][1,2,5]thiadiazepin-8-yl)-2-fluorobenzoic acid ClC=1C(=CC2=C(N(CC(N(S2(=O)=O)C)C2CCCCC2)C=2C=NC=C(C2)F)C1)C=1C=CC(=C(C(=O)O)C1)F